FC1=CC=C(C=C1)S(=O)(=O)NC1=CC=C(C=C1)C1=NC2=CC=CN=C2C(=C1)C(=O)NC 2-(4-((4-Fluorophenyl)sulfonamido)phenyl)-N-methyl-1,5-naphthyridine-4-carboxamide